N-((R)-1-(((R)-3-(4-chloro-2-methylphenoxy)-1-(4,4,5,5-tetramethyl-1,3,2-dioxaborolan-2-yl)propyl)amino)-3-methoxy-1-oxopropan-2-yl)pyrazine-2-carboxamide ClC1=CC(=C(OCC[C@@H](B2OC(C(O2)(C)C)(C)C)NC([C@@H](COC)NC(=O)C2=NC=CN=C2)=O)C=C1)C